(4S)-3,3-difluoro-4-[4-[1-[1-[(4-methoxyphenyl)methyl]-2,6-dioxo-3-piperidinyl]-3-methyl-2-oxo-benzimidazol-4-yl]piperazin-1-yl]piperidine-1-carboxylic acid tert-butyl ester C(C)(C)(C)OC(=O)N1CC([C@H](CC1)N1CCN(CC1)C1=CC=CC=2N(C(N(C21)C)=O)C2C(N(C(CC2)=O)CC2=CC=C(C=C2)OC)=O)(F)F